C(C)(C)(C)OC(=O)N1CCN(CC1)C=1C=NC(=CC1F)N(CC1=CC=C(C=C1)OC)CC1=CC=C(C=C1)OC 4-(6-(bis(4-methoxybenzyl)amino)-4-fluoropyridin-3-yl)piperazine-1-carboxylic acid tert-butyl ester